COC(=O)[C@@H]1OC2(O[C@H]1C1=C(C=CC=C1)F)CCCCC2 (2R,3S)-methyl-3-(2-fluorophenyl)-1,4-dioxaspiro[4.5]decane-2-carboxylate